N1(N=CC=C1)C1=CC=C(C=C1)C(NC(CCCC)=O)C1=CC(=C2C=CC=NC2=C1O)[N+](=O)[O-] N-{[4-(1H-pyrazol-1-yl)phenyl](8-hydroxy-5-nitroquinolin-7-yl)methyl}pentanamide